N-methoxy-2,3-dihydro-1H-indene-1-carboxamide CONC(=O)C1CCC2=CC=CC=C12